FC(C(=O)O)(F)F.FC=1C=C(C=CC1)C1CC(NC1)=O 4-(3-fluorophenyl)pyrrolidin-2-one trifluoroacetate